ClC=1C=C2C(C(N(C2=CC1)C)=O)(C)CC(=O)OC methyl 2-(5-chloro-1,3-dimethyl-2-oxoindolin-3-yl)acetate